C(#N)C=1C=C(C=CC1)C=1N=C2N(N=CC(=C2NC(C)C)C(=O)NC[C@H](C(C)(C)O)F)C1 (R)-2-(3-cyanophenyl)-N-(2-fluoro-3-hydroxy-3-methylbutyl)-8-(isopropylamino)imidazo[1,2-B]pyridazine-7-carboxamide